CC1(OC[C@@H](O1)COC1=NC=CC(=C1F)N)C (S)-2-((2,2-dimethyl-1,3-dioxolan-4-yl)methoxy)-3-fluoropyridin-4-amine